COC(=O)C=1C=C2C(=NC1)O[C@H](CO2)C=2C=NC(=CC2)OC.NC2=C(C(=O)C1=NC=CC=C1)C=CC=C2 2-(2-aminobenzoyl)pyridine methyl-(S)-3-(6-methoxypyridin-3-yl)-2,3-dihydro-[1,4]dioxino[2,3-b]pyridine-7-carboxylate